butoxycarbonyl-3-methylpiperazin C(CCC)OC(=O)N1CC(NCC1)C